N-(4-(4-amino-1-isopropyl-7-((1R,4R)-4-((1-methoxypropane-2(R)-yl)amino)cyclohexyl)-1H-pyrazolo[4,3-c]pyridin-3-yl)-2-fluorophenyl)-1-(2-chlorophenyl)methanesulfonamide NC1=NC=C(C2=C1C(=NN2C(C)C)C2=CC(=C(C=C2)NS(=O)(=O)CC2=C(C=CC=C2)Cl)F)C2CCC(CC2)N[C@@H](COC)C